1-(2-aminoethyl)-3-(benzyloxy)-2-methyl-4-pyridone NCCN1C(=C(C(C=C1)=O)OCC1=CC=CC=C1)C